N-tert-butyl-6-[[2-(5-chloro-2-hydroxy-phenyl)acetyl]amino]pyrimidine-4-carboxamide C(C)(C)(C)NC(=O)C1=NC=NC(=C1)NC(CC1=C(C=CC(=C1)Cl)O)=O